FC1=C(C(=O)C2C(NCC2)=O)C=C(C=C1)NC(C1=C(C=CC(=C1)C(F)(F)F)OC1=C(C=C(C=C1)F)C)=O 3-(2-fluoro-5-(2-(4-fluoro-2-methylphenoxy)-5-(trifluoromethyl)benzamido)benzoyl)-2-oxopyrrolidine